1-((4-(hydroxymethyl)-1H-1,2,3-triazol-5-yl)methyl)-5-methylpyrimidine-2,4(1H,3H)-dione OCC=1N=NNC1CN1C(NC(C(=C1)C)=O)=O